N-(3-chloro-5-(ethylsulfonamido)phenyl)-4-(3-((3,5-difluorobenzyl)oxy)-5-(trifluoromethyl)pyridin-2-yl)-5-methylthiophene-2-carboxamide ClC=1C=C(C=C(C1)NS(=O)(=O)CC)NC(=O)C=1SC(=C(C1)C1=NC=C(C=C1OCC1=CC(=CC(=C1)F)F)C(F)(F)F)C